BrC1=C(C=CC=C1)NC1=NC(=NC=C1C(=O)N)NC1=C(C=C2CCN(CC2=C1)C)OC 4-[(2-bromophenyl)amino]-2-[(6-methoxy-2-methyl-1,2,3,4-tetrahydroisoquinolin-7-yl)amino]pyrimidine-5-carboxamide